(1S,4R,6R)-2-benzyl-2-azabicyclo[2.2.1]heptan-6-ol C(C1=CC=CC=C1)N1[C@@H]2[C@@H](C[C@H](C1)C2)O